but-2-yne-1-sulfonate C(C#CC)S(=O)(=O)[O-]